C1(CC1)S(=O)[O-] cyclopropyl-sulfinate